cyclohexyl-1-isopropyl-4-mesitylbenzoimidazol-2-amine C1(CCCCC1)C1=C(C2=C(N(C(=N2)N)C(C)C)C=C1)C1=C(C=C(C=C1C)C)C